N-cyclohexyl-N-ethyl-3-[2-(trans-4-ethylcyclohexyl)-6-(1-methyl-1H-pyrazol-4-yl)-1H-benzimidazol-1-yl]propanamide C1(CCCCC1)N(C(CCN1C(=NC2=C1C=C(C=C2)C=2C=NN(C2)C)[C@@H]2CC[C@H](CC2)CC)=O)CC